methyl 3-[(8S,17E)-5,8,10,15-tetramethyl-7-oxa-4,5,10,13,14,20,21-heptazapentacyclo[17.5.2.02,6.012,16.022,26]hexacosa-1(25),2(6),3,12,15,17,19,22(26),23-nonaen-14-yl]propanoate CN1N=CC=2C=3C=CC=4NN=C(/C=C/C5=C(N(N=C5CN(C[C@@H](OC12)C)C)CCC(=O)OC)C)C4C3